N-(2,2,2-trichloroethoxycarbonyl)glycine ClC(COC(=O)NCC(=O)O)(Cl)Cl